2-methyl-N-((1r,4r)-4-((3-(2-methyloxazolo[4,5-b]pyridin-6-yl)-2-oxo-2,3-dihydro-1H-benzo[d]imidazol-1-yl)methyl)cyclohexyl)nicotinamide CC1=C(C(=O)NC2CCC(CC2)CN2C(N(C3=C2C=CC=C3)C=3C=C2C(=NC3)N=C(O2)C)=O)C=CC=N1